3-(5,6,7,8-tetrahydro-1,5-naphthyridin-2-yl)-1H-indole-7-carbonitrile N1=C(C=CC=2NCCCC12)C1=CNC2=C(C=CC=C12)C#N